FC1(CC(C1)OC=1C=CC2=C(CN(S2)C)C1C)F 5-(3,3-difluorocyclobutoxy)-2,4-dimethylbenzo[d]isothiazole